tert-butyl (S)-(1-cyclobutyl-2-(methoxy(methyl)amino)-2-carbonylethyl)carbamate C1(CCC1)[C@@H](C(=C=O)N(C)OC)NC(OC(C)(C)C)=O